potassium-zinc [Zn].[K]